N-((1S,2S)-2-hydroxycyclohexyl)-7-(4-(5-methyl-1,3-thiazol-2-yl)benzyl)-2,3-dihydrofuro[3,2-b]pyridine-5-carboxamide O[C@@H]1[C@H](CCCC1)NC(=O)C1=CC(=C2C(=N1)CCO2)CC2=CC=C(C=C2)C=2SC(=CN2)C